[Si].C(=C)[Si](OC)(OC)OC Vinyltrimethoxysilane monosilicon